(2S)-1-(2-(3-cyclobutyl-5-isopropyl-2,4-dioxoimidazolidin-1-yl)-5,6-dihydrobenzo[f]imidazo[1,2-d][1,4]oxazepin-9-yl)pyrrolidine-2-carboxamide C1(CCC1)N1C(N(C(C1=O)C(C)C)C=1N=C2N(CCOC3=C2C=CC(=C3)N3[C@@H](CCC3)C(=O)N)C1)=O